ClC1=CC=C(O[C@H](C(=O)NOCC=C(C)C)C)C=C1 (2S)-2-(4-chlorophenoxy)-N-[(3-methylbut-2-en-1-yl)oxy]propanamide